C(CCCCCCCCCCCCC)[SiH2]O[SiH2]O[SiH2]O[SiH2]O[SiH2]O[SiH3] Tetradecyl-hexasiloxane